S1C(=CC=C1)C=C1C(C(CCC1)=CC=1SC=CC1)=O 2,6-bis(thiophen-2-ylmethylene)cyclohexanone